IC=1C(N(OCC1)C(\C=C\C1=CC(=C(C(=C1)OC)OC)OC)=O)=O (E)-4-iodo-2-(β-(3,4,5-trimethoxyphenyl)acryloyl)-2H-1,2-oxazin-3(6H)-one